C1(CC1)C=1SC(=C(N1)C1=CC=CC=C1)OC1=CC(=NC=C1)NC=1C=C(C=CC1)NS(=O)(=O)C(F)(F)F N-(3-((4-((2-Cyclopropyl-4-phenylthiazol-5-yl)oxy)pyridin-2-yl)amino)phenyl)-1,1,1-trifluoromethanesulfonamide